5,6-difluoro-2-(2-naphthylpentyl)-1H-benzimidazole FC1=CC2=C(NC(=N2)CCCCCC2=CC3=CC=CC=C3C=C2)C=C1F